C1(CC1)C1=CC(=NN1)NC(C(C)C=1C=C(C=CC1)C1=CC(=C(C=C1)NC(C=C)=O)OC)=O N-(3'-(1-((5-cyclopropyl-1H-pyrazol-3-yl)amino)-1-oxopropan-2-yl)-3-methoxy-[1,1'-biphenyl]-4-yl)acrylamide